(R)-[(3R)-7-(1-methylpyrazol-4-yl)-1,2,3,4-tetrahydropyrido[2,3-b]pyrazin-3-yl]-phenyl-methanamine CN1N=CC(=C1)C1=CC2=C(N[C@H](CN2)[C@H](N)C2=CC=CC=C2)N=C1